C1(=CC=CC=C1)C1=C2C=CN(C(C2=CN=C1)=O)CC=1N=C2N(C=C(C=C2)CNC2(CC2)C2=CC=CC=C2)C1 5-phenyl-2-[(6-{[(1-phenylcyclopropyl)amino]methyl}imidazo[1,2-a]pyridin-2-yl)methyl]-1,2-dihydro-2,7-naphthyridin-1-one